((2S,5R)-2-isopropyL-5-methylcyclohexane-1,1-diyl)dimethanol C(C)(C)[C@H]1C(C[C@@H](CC1)C)(CO)CO